ethyl 2,3,4,5-tetrafluorobenzoate FC1=C(C(=O)OCC)C=C(C(=C1F)F)F